(2R,3S,4R,5R)-5-cyano-2-((2-cyclohexylacetoxy)methyl)-5-(4-(3,3-diethylureido)pyrrolo[2,1-f][1,2,4]triazin-7-yl)-4-hydroxytetrahydrofuran-3-yl L-valinate N[C@@H](C(C)C)C(=O)O[C@@H]1[C@H](O[C@]([C@@H]1O)(C1=CC=C2C(=NC=NN21)NC(=O)N(CC)CC)C#N)COC(CC2CCCCC2)=O